C(CCCCCCC)OCOCCCC(C)Cl 4-chloropentyl octyloxymethyl ether